5-(N-(4-chloro-2-((((1-methyl-1H-pyrrol-2-yl)methyl)amino)methyl)phenyl)-N-ethylsulfamoyl)-3-Methylbenzofuran-2-carboxylic acid ethyl ester C(C)OC(=O)C=1OC2=C(C1C)C=C(C=C2)S(N(CC)C2=C(C=C(C=C2)Cl)CNCC=2N(C=CC2)C)(=O)=O